2,4,6-tripropenoxy-1,3,5-triazine C(=CC)OC1=NC(=NC(=N1)OC=CC)OC=CC